N1=CC=C(C=C1)C=1C=C(C(=CC1)O)C=1C(=CC=C(C1)C1=CC=NC=C1)O 4,4'-bis(Pyrid-4-yl)biphenol